BrC=1C=C2CCC[C@@]3(C2=CC1)N=C1N(C=C(C=C1F)C(F)(F)F)C3 (S)-6'-bromo-8-fluoro-6-(trifluoromethyl)-3',4'-dihydro-2'H,3H-spiro[imidazo[1,2-a]pyridine-2,1'-naphthalene]